[C@@H]12OC[C@@H](N(C1)CCO)C2 2-((1S,4S)-2-oxa-5-azabicyclo[2.2.1]heptan-5-yl)ethan-1-ol